1,3-Dibromotoluene BrC1(C)CC(=CC=C1)Br